COC(=O)C=1C(=NC(=NC1)NC1=C(C=C(C(=C1)[N+](=O)[O-])N1CCN(CC1)C)OC)C1=CN(C2=CC=CC=C12)C 2-((2-methoxy-4-(4-methylpiperazin-1-yl)-5-nitrophenyl)amino)-4-(1-methyl-1H-indol-3-yl)pyrimidine-5-carboxylic acid methyl ester